[Si](C)(C)(C(C)(C)C)OC1CCN(CC1)C(CO)CO 2-(4-((tert-butyldimethylsilyl)oxy)piperidin-1-yl)propane-1,3-diol